2-(1-((2-((2-(3,6-diaza-bicyclo[3.1.1]heptan-3-yl)pyrimidin-5-yl)oxy)-6-(3,5-dichlorophenyl)pyridin-4-yl)methyl)piperidin-4-yl)acetic acid C12CN(CC(N1)C2)C2=NC=C(C=N2)OC2=NC(=CC(=C2)CN2CCC(CC2)CC(=O)O)C2=CC(=CC(=C2)Cl)Cl